7-methyl-1,2,3,4-tetrahydroisoquinoline hydrochloride Cl.CC1=CC=C2CCNCC2=C1